N2-[1-(3-hydroxypropyl)indazol-5-yl]-2,4-pyrimidinediamine OCCCN1N=CC2=CC(=CC=C12)NC1=NC=CC(=N1)N